C(C1=CC=CC=C1)(=O)OCCNC(=O)OCC1C2=CC=CC=C2C=2C=C(C=CC12)C(C1=CC=C(C=C1)Br)=O 3-(4-bromo-benzoyl)-2-(9-fluorenylmethoxycarbonylamino)-ethyl benzoate